4-(4-(3-((5-(5-(difluoromethyl)-1,3,4-oxadiazol-2-yl)pyridin-2-yl)methyl)-2-oxo-2,3-dihydrobenzo[d]thiazol-6-yl)-1H-pyrazol-1-yl)piperidine-1-carboxylic acid tert-butyl ester C(C)(C)(C)OC(=O)N1CCC(CC1)N1N=CC(=C1)C1=CC2=C(N(C(S2)=O)CC2=NC=C(C=C2)C=2OC(=NN2)C(F)F)C=C1